2-(pyridin-2-yl)-9H-carbazole N1=C(C=CC=C1)C1=CC=2NC3=CC=CC=C3C2C=C1